C(#N)C=1C(=NC=CN1)N[C@H](C(=O)O)CCN(CCCCC1=NC=2NCCCC2C=C1)CCN1N=C(C=C1C)C (S)-2-((3-cyanopyrazin-2-yl)amino)-4-((2-(3,5-dimethyl-1H-pyrazol-1-yl)ethyl)(4-(5,6,7,8-tetrahydro-1,8-naphthyridin-2-yl)butyl)amino)butanoic acid